BrC1=C(\C=N\S(=O)C(C)(C)C)C=CC(=C1)OC (E)-N-(2-bromo-4-methoxybenzylidene)-2-methylpropane-2-sulfinamide